[O].COCP(C1=CC=CC=C1)C1=CC=CC=C1 (methoxymethyl)diphenyl-phosphorus oxygen